3-(1-aminoethyl)pyridin-2-amine NC(C)C=1C(=NC=CC1)N